FC(C(=O)O)(F)F.CC=1N=C2N(C=C(C(=C2)C)NC(=O)N2CCC=3C2=NC=CC3N3C[C@@H](N[C@@H](C3)C)C)C1 N-(2,7-dimethylimidazo[1,2-a]pyridin-6-yl)-4-((3S,5R)-3,5-dimethylpiperazin-1-yl)-2,3-dihydro-1H-pyrrolo[2,3-b]pyridine-1-carboxamide 2,2,2-trifluoroacetate